C(CC)(=O)OCCC1=CC(=CC(=C1)O)O 3,5-dihydroxyphenethyl propionate